COC=1C=C2C(=NC1)N(C(=C2)C(=O)OC)S(=O)(=O)C2=CC=C(C=C2)C methyl 5-methoxy-1-(p-tolylsulfonyl)pyrrolo[2,3-b]pyridine-2-carboxylate